5-(2-((2-(1H-1,2,3-triazol-1-yl)ethyl)amino)acetamido)-6-chloro-N-(7-(5-(4-((7-ethyl-6-oxo-5,6-dihydro-1,5-naphthyridin-3-yl)methyl)piperazin-1-yl)picolinamido)heptyl)picolinamide N1(N=NC=C1)CCNCC(=O)NC=1C=CC(=NC1Cl)C(=O)NCCCCCCCNC(C1=NC=C(C=C1)N1CCN(CC1)CC=1C=NC=2C=C(C(NC2C1)=O)CC)=O